tert.butylnitrite C(C)(C)(C)ON=O